N-{[3-(4-{[(3S,4R)-3-fluoro-1-methylpiperidin-4-yl]amino}-1-(2,2,2-trifluoroethyl)-1H-indol-2-yl)-1,2,4-oxadiazol-5-yl]methyl}-2-methylthiophene-3-carboxamide F[C@H]1CN(CC[C@H]1NC1=C2C=C(N(C2=CC=C1)CC(F)(F)F)C1=NOC(=N1)CNC(=O)C1=C(SC=C1)C)C